FC1=C(C(=O)N)C(=C(C(=C1F)OC)F)F 2,3,5,6-tetrafluoro-4-methoxybenzamide